(R)-3-((tert-butyldimethylsilyl)oxy)-5-((2S,4R,5S)-5-((1E,3S,4S,5E)-4-hydroxy-6-iodo-3,5-dimethylhex-1,5-dien-1-yl)-4-methyl-2-phenyl-1,3-dioxolan-4-yl)pentanoic acid methyl ester COC(C[C@@H](CC[C@]1(O[C@H](O[C@H]1\C=C\[C@@H]([C@@H](\C(=C\I)\C)O)C)C1=CC=CC=C1)C)O[Si](C)(C)C(C)(C)C)=O